CC1(C2=CC=CC=C2C=2C=CC(=CC12)N)C 9,9-dimethyl-9H-fluoren-2-amine